COC(C(C(OCCC)(OCCC)OCCC)(OCCC)O)OC(C)COC(C)COC(C)CO methoxytetraPropoxytetrapropylene glycol